(3-Phenylpropionyl)glycine-13C2 C1(=CC=CC=C1)CCC(=O)N[13CH2][13C](=O)O